2,4-diisopropylaniline C(C)(C)C1=C(N)C=CC(=C1)C(C)C